(R)-N-(5-fluoro-6-(4-((R or S)-2-methyl-1,1-dioxidotetrahydrothiophen-2-yl)-1H-imidazol-1-yl)pyridin-3-yl)-7-(trifluoromethyl)chromane-3-carboxamide FC=1C=C(C=NC1N1C=NC(=C1)[C@@]1(S(CCC1)(=O)=O)C)NC(=O)[C@H]1COC2=CC(=CC=C2C1)C(F)(F)F |o1:12|